CC1=CC=CC(=N1)C1=NC=CC(=N1)NC1=NC(=NC=C1)NC1=CC=C(C=N1)C(=O)OC1CCNCC1 4-piperidyl 6-[[4-[[2-(6-methyl-2-pyridyl)pyrimidin-4-yl]amino]pyrimidin-2-yl]amino]pyridine-3-carboxylate